C1(CC1)OC(C1=CC=CC=C1)=O cyclopropylbenzoate